4-(6-(1,1-difluoroethyl)-8-fluoro-4-(piperazin-1-yl)-2-((tetrahydro-1H-pyrrolizin-7a(5H)-yl)methoxy)quinazolin-7-yl)-7-fluorobenzo[d]thiazol-2-amine FC(C)(F)C=1C=C2C(=NC(=NC2=C(C1C1=CC=C(C2=C1N=C(S2)N)F)F)OCC21CCCN1CCC2)N2CCNCC2